6-(4-(tert-butyl)phenyl)pyrido[2,3-e]pyrrolo[1,2-a]pyrazine-3-carboxylic acid C(C)(C)(C)C1=CC=C(C=C1)C=1C=2N(C3=C(N1)N=C(C=C3)C(=O)O)C=CC2